N1N=CC(=C1)C1=C2C(=CN=C1)NN=C2 4-(1H-pyrazol-4-yl)-1H-pyrazolo[3,4-c]pyridine